4-(5-(2,4-difluorophenoxy)-1-(ethylsulfonyl)-1H-indol-6-yl)-6-methyl-1,6-dihydro-7H-pyrrolo[2,3-c]pyridin-7-one FC1=C(OC=2C=C3C=CN(C3=CC2C=2C3=C(C(N(C2)C)=O)NC=C3)S(=O)(=O)CC)C=CC(=C1)F